COC=C1C[C@@H]2[C@@H](CN(C2)C(=O)OC(C)(C)C)C1 tert-butyl (3aR,6aS)-5-methoxymethylenehexahydrocyclopenta[C]pyrrole-2(1H)-carboxylate